CC([C@H](C=O)NC(OC(C)(C)C)=O)C (R)-tert-butyl (3-methyl-1-oxobutan-2-yl)carbamate